N-methyl-1-(3-nitrobenzyl)-1H-pyrazolo[3,4-d]pyrimidin-6-amine CNC1=NC=C2C(=N1)N(N=C2)CC2=CC(=CC=C2)[N+](=O)[O-]